tert-butyl (S)-2-((2-bromo-5-methylphenyl)carbamoyl)-2,5-dihydro-1H-pyrrole-1-carboxylate BrC1=C(C=C(C=C1)C)NC(=O)[C@H]1N(CC=C1)C(=O)OC(C)(C)C